BrC1=NC(=CC(=C1)C(C1N(C(CCC1)CO[Si](C1=CC=CC=C1)(C1=CC=CC=C1)C(C)(C)C)C(=O)OC(C)(C)C)O)Cl tert-butyl 2-((2-bromo-6-chloropyridin-4-yl)(hydroxy)methyl)-6-(((tert-butyl-diphenylsilyl)oxy)methyl)piperidine-1-carboxylate